(4'-ethyl-benzoyl)benzoic acid C(C)C1=CC=C(C(=O)C2=C(C(=O)O)C=CC=C2)C=C1